4-((4-((3,5-difluorophenyl)amino)-1-(4-(trifluoromethyl)benzyl)-1H-indole-7-carboxamido)methyl)benzoic acid FC=1C=C(C=C(C1)F)NC1=C2C=CN(C2=C(C=C1)C(=O)NCC1=CC=C(C(=O)O)C=C1)CC1=CC=C(C=C1)C(F)(F)F